4-amino-N-(3,3-difluorocyclobutyl)-N-((6-(trifluoromethyl)-3-pyridazinyl)methyl)-1,3-dihydrofuro[3,4-c]quinoline-8-carboxamide NC1=NC=2C=CC(=CC2C2=C1COC2)C(=O)N(CC=2N=NC(=CC2)C(F)(F)F)C2CC(C2)(F)F